1-(4-((4-(2-(3-(3-amino-6-(2-hydroxyphenyl)pyridazin-4-yl)-3,8-diazabicyclo[3.2.1]octan-8-yl)pyrimidin-5-yl)piperidin-1-yl)methyl)pyridin-3-yl)dihydropyrimidine-2,4(1H,3H)-dione NC=1N=NC(=CC1N1CC2CCC(C1)N2C2=NC=C(C=N2)C2CCN(CC2)CC2=C(C=NC=C2)N2C(NC(CC2)=O)=O)C2=C(C=CC=C2)O